2-(bis(2-hydroxyethyl)amino)-2-(hydroxymethyl)propane-1,3-diol OCCN(C(CO)(CO)CO)CCO